4-[[4-(5-methoxy-1H-indol-3-yl)-1-piperidinyl]carbonyl]-2-(2-methylpropyl)-1(2H)-phthalazinone COC=1C=C2C(=CNC2=CC1)C1CCN(CC1)C(=O)C1=NN(C(C2=CC=CC=C12)=O)CC(C)C